ethyl-2-(3-oxopropyl)thiazole C(C)C=1N=C(SC1)CCC=O